N-((R)-1-(2-((S*)-1-(((R)-tert-Butylsulfinyl)amino)-4,4,4-trifluoro-3,3-dimethylbutyl)-1-((2-(trimethylsilyl)ethoxy)methyl)-1H-benzo[d]imidazol-5-yl)ethyl)-4,4,4-trifluorobutanamide C(C)(C)(C)[S@@](=O)N[C@@H](CC(C(F)(F)F)(C)C)C1=NC2=C(N1COCC[Si](C)(C)C)C=CC(=C2)[C@@H](C)NC(CCC(F)(F)F)=O |o1:7|